C(C)(C)(C)OC(=O)N1C([C@@H](CCCC1)N(CC1=CC=CC=C1)CC1=CC=CC=C1)=C (3R)-3-(dibenzylamino)-2-methylene-azepane-1-carboxylic acid tert-butyl ester